N[C@H]1CCC2=CC(=CC=C12)N1C(=NC=2C1=NC(=CC2)N2N=CC=C2)C=2C(=NC=CC2)N 3-{3-[(1S)-1-amino-2,3-dihydro-1H-inden-5-yl]-5-(pyrazol-1-yl)imidazo[4,5-b]pyridin-2-yl}pyridin-2-amine